(E)-3-(4-((4,6-diphenyl-1,3,5-triazin-2-yl)amino)phenyl)acrylic acid C1(=CC=CC=C1)C1=NC(=NC(=N1)C1=CC=CC=C1)NC1=CC=C(C=C1)/C=C/C(=O)O